[Ru](=O)(=O)(=O)[O-].[Na+] Natrium perruthenat